ClC1=CC=C(C=C1)N1CCN(CC1)CC1=C(C2=C(C=CO2)C=C1)O 6-{[4-(4-chlorophenyl)piperazin-1-yl]methyl}-7-hydroxybenzofuran